5-[1-[4-[(3R,5R)-5-[(5-chloro-1-methyl-6-oxo-pyridazin-4-yl)amino]-1-methyl-3-piperidyl]benzoyl]azetidin-3-yl]-2-(2,6-dioxo-3-piperidyl)isoindoline-1,3-dione ClC1=C(C=NN(C1=O)C)N[C@@H]1C[C@@H](CN(C1)C)C1=CC=C(C(=O)N2CC(C2)C=2C=C3C(N(C(C3=CC2)=O)C2C(NC(CC2)=O)=O)=O)C=C1